1-(1,3-bis(palmitoyloxy)propan-2-yl) 10-(1-(4-(((3R,4R)-1-(2-cyanoacetyl)-4-methylpiperidin-3-yl)(methyl)amino)-7H-pyrrolo[2,3-d]pyrimidin-7-yl)ethyl) decanedioate C(CCCCCCCCC(=O)OC(C)N1C=CC2=C1N=CN=C2N(C)[C@H]2CN(CC[C@H]2C)C(CC#N)=O)(=O)OC(COC(CCCCCCCCCCCCCCC)=O)COC(CCCCCCCCCCCCCCC)=O